C1(CC1)C1=NN(C(=C1)C)CC1CC2(CN(C2)C(=O)N2CC3(C2)CC(C3)N3N=C(N=C3)C3(CC3)O)C1 [6-[(3-cyclopropyl-5-methyl-pyrazol-1-yl)methyl]-2-azaspiro[3.3]heptan-2-yl]-[6-[3-(1-hydroxycyclopropyl)-1,2,4-triazol-1-yl]-2-azaspiro[3.3]heptan-2-yl]methanone